5-(5-chloro-2-((1-(4,7-dimethyl-3-(1-methylazetidin-3-yl)-5-oxo-4,5-dihydro-3H-pyrazolo[3,4-c]isoquinolin-9-yl)ethyl)amino)phenyl)-N-methylpicolinamide ClC=1C=CC(=C(C1)C=1C=CC(=NC1)C(=O)NC)NC(C)C=1C=2C3=C(N(C(C2C=C(C1)C)=O)C)N(N=C3)C3CN(C3)C